6-[(1E)-2-bromo-2-fluorovinyl]-8-(4,4-difluoropiperidin-1-yl)quinoline Br/C(=C/C=1C=C2C=CC=NC2=C(C1)N1CCC(CC1)(F)F)/F